5-[2-methyl-4-[[(2S)-1-methylazetidin-2-yl]methoxy]pyrazol-3-yl]-N-[6-methyl-2-(trifluoromethyl)pyrimidin-4-yl]pyrazolo[1,5-a]pyridin-2-amine CN1N=CC(=C1C1=CC=2N(C=C1)N=C(C2)NC2=NC(=NC(=C2)C)C(F)(F)F)OC[C@H]2N(CC2)C